nitrocresol mercury [Hg].[N+](=O)([O-])C1=C(C(=CC=C1)O)C